C(C)(C)(C)C1=NN(C=C1)C1=CC(=NC=C1)N 4-(3-(tert-Butyl)-1H-pyrazol-1-yl)pyridin-2-amine